1-(8-oxo-7,8-dihydro-2,7-naphthyridin-4-yl)-5-(trifluoromethyl)-N-[2-(trifluoromethyl)pyridine-4-yl]-1H-pyrazole-4-carboxamide O=C1NC=CC=2C(=CN=CC12)N1N=CC(=C1C(F)(F)F)C(=O)NC1=CC(=NC=C1)C(F)(F)F